2-chloro-3-formyl-6-methylpyridine ClC1=NC(=CC=C1C=O)C